C[Si](CCOCOCC=1C(=NC=CC1)NC1=C(C(=O)N)C=CC=N1)(C)C (((((2-(trimethylsilyl)ethoxy)methoxy)methyl)pyridin-2-yl)amino)nicotinamide